ClC=1C=CC(=C(C1)C1=NNC=C1OC1=CC=C(C=C1)Cl)OC 3-(5-Chloro-2-methoxyphenyl)-4-(4-chlorophenoxy)-1H-pyrazol